2-(2,6-dioxopiperidin-3-yl)-5-(2-(2-(2-((2-(isoquinolin-6-ylamino)-5-methylpyridin-4-yl)oxy)ethoxy)ethoxy)ethoxy)isoindoline-1,3-dione O=C1NC(CCC1N1C(C2=CC=C(C=C2C1=O)OCCOCCOCCOC1=CC(=NC=C1C)NC=1C=C2C=CN=CC2=CC1)=O)=O